tert-butyl 4-aminoazepane-1-carboxylate NC1CCN(CCC1)C(=O)OC(C)(C)C